5-fluoro-4-[4-methyl-5-oxo-3-(prop-2-yl)-4,5-dihydro-1H-1,2,4-triazol-1-yl]-2-{[(2S)-4-methylpent-2-yl]oxy}benzonitrile FC=1C(=CC(=C(C#N)C1)O[C@@H](C)CC(C)C)N1N=C(N(C1=O)C)C(C)C